1,3,5-Triazin-2,4,6-triamin N1=C(N=C(N=C1N)N)N